Acetic acid, benzyl ester C(C)(=O)OCC1=CC=CC=C1